2,2'-[6-(4-methoxyphenyl)-1,3,5-triazine-2,4-diyl]bis{5-[(2-ethylhexyl)oxy]phenol} COC1=CC=C(C=C1)C1=NC(=NC(=N1)C1=C(C=C(C=C1)OCC(CCCC)CC)O)C1=C(C=C(C=C1)OCC(CCCC)CC)O